C(C)OC(C1=CC=C(C=C1)[C@@H](CC(C)C)OS(=O)(=O)C)=O (R)-4-(3-methyl-1-((methylsulfonyl)oxy)butyl)benzoic acid ethyl ester